FC=1C=C2C(NN=C(C2=CC1F)C(C)N(C(=O)C1=CC2=C(N=CO2)C=C1)C)=O N-(1-(6,7-Difluoro-4-oxo-3,4-dihydrophthalazin-1-yl)ethyl)-N-methylbenzo[d]oxazole-6-carboxamide